1,4-bis(prop-2-en-1-yl) 2-(5-[(5-chlorothiophen-2-yl)methyl]amino-1H-pyrazol-3-yl)piperazine-1,4-dicarboxylate ClC1=CC=C(S1)CNC1=CC(=NN1)C1N(CCN(C1)C(=O)OCC=C)C(=O)OCC=C